CC(C(=O)O)=CCCCCCCCCCCCCCCC.C(CCCCCCC\C=C/CCCCCCCC)(=O)OC Methyl oleate (methyl octadecenoate)